C(C1CO1)OCCC[Si](OCCC)(C)CCCOCC1CO1 bis(gamma-glycidoxypropyl)methylpropyloxysilane